O=C1C=CC(=NN1CC1=CC=[N+](C=C1)[O-])C=1C=NC(=NC1)OCC(F)(F)F 4-((6-oxo-3-(2-(2,2,2-trifluoroethoxy)pyrimidin-5-yl)pyridazin-1(6H)-yl)methyl)pyridine 1-oxide